NC=1C=C(OC2=NC(=NC=C2C=2C=NC=C(C2)C)NC=2C=NN(C2)C)C=CC1 4-(3-aminophenoxy)-N-(1-methyl-1H-pyrazol-4-yl)-5-(5-methylpyridin-3-yl)pyrimidin-2-amine